CN1C(=NN=C1)C[C@@H](C)C=1C=C(C=CC1)C1=NN2C(C=CC=C2C(F)(F)F)=N1 (R)-2-(3-(1-(4-Methyl-4H-1,2,4-triazol-3-yl)propan-2-yl)phenyl)-5-(trifluoromethyl)[1,2,4]triazolo[1,5-a]pyridine